BrC1=CC2=C(N=C(O2)N2C[C@H](CC2)NC(OC(C)(C)C)=O)C=C1 Tert-butyl (S)-(1-(6-bromobenzo[d]oxazol-2-yl)pyrrolidin-3-yl)carbamate